6-(E)-(1'-methyl-4-hydroxy-3-methylbut-2-en-1-ylamino)purine mesylate S(C)(=O)(=O)O.CC(\C=C(\CO)/C)NC1=C2NC=NC2=NC=N1